C(C)(C)(C)OC(=O)N([C@H](C(=O)N[C@H](C(=O)N1C[C@@H](N(CC1)C(=O)OCC1=CC=CC=C1)C)C1CCCCC1)C)C Benzyl (S)-4-((S)-2-((S)-2-((tert-butoxycarbonyl)(methyl)amino)propanamido)-2-cyclohexylacetyl)-2-methylpiperazine-1-carboxylate